(S)-N,N-dimethyl-1-(2-(2-methylmorpholino)-5-(4,4,5,5-tetramethyl-1,3,2-dioxaborolan-2-yl)phenyl)methanamine CN(CC1=C(C=CC(=C1)B1OC(C(O1)(C)C)(C)C)N1C[C@@H](OCC1)C)C